(R)-4-(4-(4-(1-(pent-3-yl)-1H-pyrazol-4-yl)pyrazolo[1,5-a]pyrazin-6-yl)-1H-pyrazol-1-yl)butane-1,3-diol CCC(CC)N1N=CC(=C1)C=1C=2N(C=C(N1)C=1C=NN(C1)C[C@@H](CCO)O)N=CC2